FC1(CC(C1)N1N=C(C=2C1=NC(=CC2)N)F)F 1-(3,3-Difluorocyclobutyl)-3-fluoro-1H-pyrazolo[3,4-b]pyridin-6-amine